FC1=CC=C(C=C1)S(=O)(=O)NCCNC1=NC=CC(=N1)C1=C(N=C2SC=CN21)C2=CC(=CC=C2)O 4-fluoro-N-(2-((4-(6-(3-hydroxylphenyl)imidazo[2,1-b]thiazol-5-yl)pyrimidin-2-yl)amino)ethyl)benzenesulfonamide